3-hydroxy-5-(2-(4-(trifluoromethoxy)phenyl)thiazol-5-yl)cyclohex-2-en-1-one OC1=CC(CC(C1)C1=CN=C(S1)C1=CC=C(C=C1)OC(F)(F)F)=O